C[C@]1(CN(CC1)C1=NC(=CC(=C1)C1=C(C=CC(=C1)NC(=O)N1C[C@@H](CC1)CC(F)(F)F)C)N1CCOCC1)NC(OC(C)(C)C)=O tert-butyl N-[(3S)-3-methyl-1-(4-[2-methyl-5-[(3S)-3-(2,2,2-trifluoroethyl)pyrrolidine-1-carbonylamino]phenyl]-6-(morpholin-4-yl)pyridin-2-yl) pyrrolidin-3-yl]carbamate